5-(1-Methyl-1,9-diazaspiro[4.5]decan-9-yl)-5-[4-[4-(trifluoromethoxy)phenoxy]phenyl]hexahydropyrimidine-2,4,6-trione CN1CCCC12CCCN(C2)C2(C(NC(NC2=O)=O)=O)C2=CC=C(C=C2)OC2=CC=C(C=C2)OC(F)(F)F